para-chlorophenylacetylene ClC1=CC=C(C=C1)C#C